C(CCC(C(=O)[O-])(CCCCCCC=CCC=CCCCCC)CC)C(C(=O)OOCC(CCCCCCCCCCCC)OC(=O)OCCCN(C)C)(CCCCCCC=CCC=CCCCCC)CC (2-(((3-(dimethylamino) propoxy) carbonyl) oxy) tetradecyloxy) propane-1,3-diylbis(ethyl octadeca-9,12-dienoate)